ClC1=CC=C(C=C1)C=1C=C2C(=NC1)NC=C2C(=O)C=2C(=C(C=CC2F)NS(=O)(=O)CCC)F N-(3-(5-(4-chlorophenyl)-1H-pyrrolo[2,3-B]pyridine-3-carbonyl)-2,4-difluorophenyl)propane-1-sulfonamide